C(C1=CC=CC=C1)N1CCC(CC1)NC(C1=CC(=CC=C1)NC1=NC=C(C=N1)C1=CC=CC=C1)=O N-(1-benzylpiperidin-4-yl)-3-[(5-phenylpyrimidin-2-yl)amino]benzamide